FC(/C(=C(\C(C(F)(F)F)(F)F)/C(F)(F)F)/F)(F)F (Z)-perfluoro-3-methyl-2-pentene